Cl.C(C)(C)C=1C2=C(NC1C=1C=C(C=3N(C1)N=CN3)C)C=C(S2)C2CCC(CC2)=O 4-[6-isopropyl-5-(8-methyl-[1,2,4]triazolo[1,5-a]pyridin-6-yl)-4H-thieno[3,2-b]pyrrol-2-yl]cyclohexanone hydrochloride